Formaldehyd Tert-butyl-(3aR,6aS)-5-(2-cyanopyrimidin-4-yl)hexahydropyrrolo[3,4-c]pyrrole-2(1H)-carboxylate C(C)(C)(C)OC(=O)N1C[C@@H]2CN(C[C@@H]2C1)C1=NC(=NC=C1)C#N.C=O